[Ni-](=O)=O.[Li+] lithium nickel(III) dioxide